(R)-N-(5-chloro-6-(difluoromethoxy)pyridin-3-yl)-N'-(8-(1-methoxyethyl)-2-methylimidazo[1,2-b]pyridazin-7-yl)urea ClC=1C=C(C=NC1OC(F)F)NC(=O)NC1=C(C=2N(N=C1)C=C(N2)C)[C@@H](C)OC